O[C@@H]1CN(CCC1)S(=O)(=O)C (3S,4R)-3-hydroxy-1-methanesulfonylpiperidin